C(C)C1=C(NC2=CC=C(C=C12)C(=O)O)C1=C2C(=NC=C1)NC=C2 3-ethyl-2-(1H-pyrrolo[2,3-b]pyridin-4-yl)-1H-indole-5-carboxylic acid